sodium aminotris(methylenephosphonate) C(N(CP(=O)(O)O)CP(=O)(O)[O-])P(=O)(O)O.[Na+]